1,7-bis(4-(allyloxy)-3-methoxyphenyl)heptane-3,5-dione C(C=C)OC1=C(C=C(C=C1)CCC(CC(CCC1=CC(=C(C=C1)OCC=C)OC)=O)=O)OC